ClC1=C(C=CC=C1C1=CC=C(C(=N1)OC)CN1CC2(C1)NC(CC2)=O)C2=C(C(=CC=C2)NC=2C1=C(N=C(N2)C)C=CC=N1)C 2-((6-(2-chloro-2'-methyl-3'-((2-methylpyrido[3,2-d]pyrimidin-4-yl)amino)-[1,1'-biphenyl]-3-yl)-2-methoxypyridin-3-yl)methyl)-2,5-diazaspiro[3.4]octan-6-one